2-chloro-5H,6H,7H-cyclopenta[d]pyrimidine-4-carboxylic acid ClC=1N=C(C2=C(N1)CCC2)C(=O)O